NCC(CO[C@]1(O[C@H]([C@@H]([C@H](C1)O)NC(CO)=O)[C@@H]([C@@H](CNC(CC1=CC=C(C=C1)Cl)=O)O)O)C(=O)O)O (2R,4S,5R,6R)-2-(3-amino-2-hydroxypropoxy)-6-((1R,2R)-3-(2-(4-chlorophenyl)acetamido)-1,2-dihydroxypropyl)-4-hydroxy-5-(2-hydroxyacetamido)tetrahydro-2H-pyran-2-carboxylic acid